7-ethyl-4-(4-fluoro-3-(6-methoxy-1-methyl-1H-indol-5-yl)phenyl)-7H-imidazo[4,5-c]pyridazine C(C)N1C=NC2=C1N=NC=C2C2=CC(=C(C=C2)F)C=2C=C1C=CN(C1=CC2OC)C